C1(=CC=CC=C1)C(NC(C1=CC=CC=C1)=O)C1=CC(=C(C=C1)C)C N-(phenyl-(3,4-dimethylphenyl)methyl)benzamide